tert-butyl (R)-3-((3-((1-(2-hydroxynaphthalen-1-yl)ethyl)carbamoyl)-4-methylphenyl)(methyl)amino)azetidine-1-carboxylate OC1=C(C2=CC=CC=C2C=C1)[C@@H](C)NC(=O)C=1C=C(C=CC1C)N(C1CN(C1)C(=O)OC(C)(C)C)C